O=C1NC(CCC1C1=CC=C(C=C1)C1CCN(CC1)CC(=O)N1CCC(CC1)C=1N=C2N(C=C(C(=C2)OC(C)C)C(=O)NC=2C=NN3C2N=CC=C3)C1)=O 2-[1-[2-[4-[4-(2,6-Dioxo-3-piperidinyl)phenyl]-1-piperidinyl]acetyl]-4-piperidinyl]-7-isopropoxy-N-pyrazolo[1,5-a]pyrimidin-3-yl-imidazo[1,2-a]pyridine-6-carboxamide